4-(2-aminopyrimidin-5-yl)-2-(3-(2-((1,5-dimethyl-1H-pyrazol-3-yl)amino)-5-methylpyrimidin-4-yl)-1H-indol-7-yl)isoindolin-1-one NC1=NC=C(C=N1)C1=C2CN(C(C2=CC=C1)=O)C=1C=CC=C2C(=CNC12)C1=NC(=NC=C1C)NC1=NN(C(=C1)C)C